N-(3-carbamoylbenzyl)-2-(3-chlorophenyl)-1-((1R,3R)-3-(methylcarbamoyl)cyclopentyl)-1H-benzo[d]imidazole-6-carboxamide C(N)(=O)C=1C=C(CNC(=O)C=2C=CC3=C(N(C(=N3)C3=CC(=CC=C3)Cl)[C@H]3C[C@@H](CC3)C(NC)=O)C2)C=CC1